N-((3-methylthiophen-2-yl)methyl)-2-(9-(pyridin-2-yl)-2,6-dioxaspiro[4.5]decan-9-yl)ethylamine CC1=C(SC=C1)CNCCC1(CCOC2(CCOC2)C1)C1=NC=CC=C1